NCCOC1=CC=C(C[C@H](N)C(=O)O)C=C1 4-(2-aminoethoxy)phenylalanine